FC1=C(C=C(C(=C1)N1C[C@H](N([C@H](C1)C)C)C)NC(=O)C1=CNC(C=C1C(F)(F)F)=O)C=1CCN(CC1)C1=NC=CC(=N1)C(=O)OCC ethyl 2-[4-[2-fluoro-5-[[6-oxo-4-(trifluoromethyl)-1H-pyridine-3-carbonyl]amino]-4-[(3R,5S)-3,4,5-trimethylpiperazin-1-yl]phenyl]-3,6-dihydro-2H-pyridin-1-yl]pyrimidine-4-carboxylate